4-(4,4-dimethylcyclohexyl)-N-(2-methyl-1-(pyrrolidin-1-yl)propan-2-yl)aniline CC1(CCC(CC1)C1=CC=C(NC(CN2CCCC2)(C)C)C=C1)C